Difluoromethylene dichloride FC(F)(Cl)Cl